5-oxo-5-(pyridin-3-yl)pentanamide O=C(CCCC(=O)N)C=1C=NC=CC1